C1(CCC1)C1=C(C(N(C=C1C(=O)N)CC1=CC=CC=2OCCOC21)=O)C(=O)NC cyclobutyl-1-((2,3-dihydrobenzo[b][1,4]dioxin-5-yl)methyl)-N3-methyl-2-oxo-1,2-dihydropyridine-3,5-dicarboxamide